[N-]1C(C=CC=C1)C picolinide